ClC1=CC(=CC=C1)\C=C\C1=CC=CC=C1 4-chloro-2-(E)-styrylbenzene